2-(4-Methylpiperidin-4-yl)acetic acid CC1(CCNCC1)CC(=O)O